ClC1=C(C=CC(=C1)C(F)(F)F)OC1=CC(=C(C=C1)OC)[N+](=O)[O-] 2-chloro-1-(4-methoxy-3-nitrophenoxy)-4-(trifluoromethyl)-benzene